BrC=1C=C2C(NC(N(C2=CC1C1CC1)C=1C(=NC=CC1)Cl)=O)=O 6-bromo-1-(2-chloropyridin-3-yl)-7-cyclopropylquinazolin-2,4(1H,3H)-dione